1,1,1-tris[4-(4-aminophenoxy)phenyl]ethane NC1=CC=C(OC2=CC=C(C=C2)C(C)(C2=CC=C(C=C2)OC2=CC=C(C=C2)N)C2=CC=C(C=C2)OC2=CC=C(C=C2)N)C=C1